(4-(6-phenylnaphtho[1,2-d]oxazol-8-yl)phenyl)boronic acid C1(=CC=CC=C1)C1=C2C=CC3=C(N=CO3)C2=CC(=C1)C1=CC=C(C=C1)B(O)O